CCCCCCCCCCCCCCCC(=O)OC[C@H](COP(=O)(O)O[C@H]1[C@@H]([C@H]([C@@H]([C@H]([C@H]1O)OP(=O)(O)O)OP(=O)(O)O)O)O)OC(=O)CCCCCCCCCCCCCCC The molecule is a 1-phosphatidyl-1D-myo-inositol 3,4-bisphosphate in which the phosphatidyl acyl groups at positions 1 and 2 are both specified as hexadecanoyl (palmitoyl). It derives from a hexadecanoic acid. It is a conjugate acid of a 1,2-dihexadecanoyl-sn-glycero-3-phospho-(1D-myo-inositol-3,4-bisphosphate)(5-).